NC1=C(C(=O)O)C(=CC(=C1)C)C 2-amino-4,6-dimethyl-benzoic acid